tert-Butyl (S)-4-(1-(4-(((tert-butyldiphenylsilyl)oxy)methyl)-2-isopropyl-6-methylphenyl)-6,7-dichloro-2-oxo-1,2-dihydropyrido[2,3-d]pyrimidin-4-yl)-3-methylpiperazine-1-carboxylate [Si](C1=CC=CC=C1)(C1=CC=CC=C1)(C(C)(C)C)OCC1=CC(=C(C(=C1)C)N1C(N=C(C2=C1N=C(C(=C2)Cl)Cl)N2[C@H](CN(CC2)C(=O)OC(C)(C)C)C)=O)C(C)C